1,5-dimethyl-2,4-di(isocyanatomethyl)benzene CC1=C(C=C(C(=C1)C)CN=C=O)CN=C=O